amino disulfide NSSN